CC1=C(C=C(C(=C1)O)C(C)(C)C)C(CCCC1=C(C=C(C(=C1)C(C)(C)C)O)C)C1=C(C=C(C(=C1)C(C)(C)C)O)C 1,1,4-tris(2-methyl-4-hydroxy-5-t-butylphenyl)butane